C(C)(C)NC(O[C@H]1C[C@H](CC1)C=1NN=C(C1)NC(C1=CC(=C(C=C1)C1OCCO1)OCC1=CC=C(C=C1)OC)=O)=O (1R,3S)-3-{5-[4-(1,3-dioxolan-2-yl)-3-[(4-methoxyphenyl)methoxy]benzamido]-2H-pyrazol-3-yl}cyclopentyl N-isopropylcarbamate